FC1=C(C=C(C=C1)O)C1=C(C(=NC=2CN(CCC12)C1=C(N=CS1)C)N1CC2(CN(C2)C(C=C)=O)CC1)C 1-(6-(4-(2-fluoro-5-hydroxyphenyl)-3-methyl-7-(4-methyl-1,3-thiazol-5-yl)-5,6,7,8-tetrahydro-1,7-naphthyridin-2-yl)-2,6-diazaspiro[3.4]octan-2-yl)-2-propen-1-one